N1N=CC2=CC(=CC=C12)NC=1C2=C(N=C(N1)C=1C=C3CN(CC3=CC1)C(=O)C1CC(C1)(F)F)C=CS2 (5-(4-((1H-indazol-5-yl)amino)thieno[3,2-d]pyrimidin-2-yl)isoindolin-2-yl)(3,3-difluorocyclobutyl)methanone